5-[(3S,5R)-3-methyl-5-(3-piperazin-1-yl-5,7-dihydropyrrolo[3,4-b]pyridin-6-yl)-1-piperidinyl]quinoline-8-carbonitrile C[C@@H]1CN(C[C@@H](C1)N1CC2=NC=C(C=C2C1)N1CCNCC1)C1=C2C=CC=NC2=C(C=C1)C#N